4-fluoro-2-(trifluoromethyl)phenol FC1=CC(=C(C=C1)O)C(F)(F)F